ClC1=NC=CC(=N1)NC1=CC=C(C=C1)NC(OC(C)(C)C)=O tert-butyl (4-((2-chloropyrimidin-4-yl)amino)phenyl)carbamate